C(C)C(CC(C(=O)[O-])S)CCCC.C(C)C(CC(C(=O)[O-])S)CCCC.C(CCCCCCC)[Sn+2]CCCCCCCC dioctyltin bis(2-ethylhexyl thioglycolate)